COC(=O)C1C2CCC(C1N)CC2.FC(C(F)F)(OCC)F 2-(1,1,2,2-tetrafluoroethoxy)ethane (+/-)-trans-methyl-3-aminobicyclo[2.2.2]octane-2-carboxylate